2,5-difluoro-N-(pyrazin-2-yl)-benzenesulfonamide FC1=C(C=C(C=C1)F)S(=O)(=O)NC1=NC=CN=C1